FC1=CC=C2[C@H](N3C(C2=C1)=CN=C3)[C@H]3[C@H](C1(C3)CCOCC1)O (1R,2S)-2-((R)-8-fluoro-5H-imidazo[5,1-a]isoindol-5-yl)-7-oxaspiro[3.5]nonan-1-ol